1,3-bis(methacryloyloxymethyl)-1,1,3,3-tetramethyldisilazane C(C(=C)C)(=O)OC[Si](N[Si](C)(C)COC(C(=C)C)=O)(C)C